1,2-ethylene glycol dimethacrylate C(C(=C)C)(=O)OCCOC(C(=C)C)=O